ClC1=CC(=C(COC2=NC=3CN(CCC3C=C2C#N)C(=O)OC(C)(C)C)C(=C1)F)F tert-butyl 2-((4-chloro-2,6-difluorobenzyl)oxy)-3-cyano-6,8-dihydro-5H-1,7-naphthyridine-7-carboxylate